Cl.Cl.CN1N=C(C(=C1)C)CN 1-(1,4-dimethyl-1H-pyrazol-3-yl)methylamine dihydrochloride